C(#N)C1=CC2=C(CN(C[C@H]2C2=C(C=CC=C2)C=2C(=NN(C2)CC)C(F)(F)F)C(/C=C/CN(C(OC(C)(C)C)=O)CC)=O)S1 tert-butyl (S,E)-(4-(2-cyano-4-(2-(1-ethyl-3-(trifluoromethyl)-1H-pyrazol-4-yl)phenyl)-4,7-dihydro-thieno[2,3-c]pyridin-6(5H)-yl)-4-oxobut-2-en-1-yl)(ethyl)carbamate